6-chloro-N-sec-butylisoquinolin-1(2H)-one ClC=1C=C2C=CN(C(C2=CC1)=O)C(C)CC